2-(2-(5-Cyclopropyl-3-(3,5-dichloropyridin-4-yl)isoxazol-4-yl)-7-azaspiro[3.5]non-1-en-7-yl)chinolin C1(CC1)C1=C(C(=NO1)C1=C(C=NC=C1Cl)Cl)C1=CC2(C1)CCN(CC2)C2=NC1=CC=CC=C1C=C2